(1-(5-((R)-2,2,2-trifluoro-1-(oxetan-3-yl)ethyl)pyridin-2-yl)-1H-pyrazol-4-yl)-3H-imidazo[4,5-b]pyridine FC([C@H](C1COC1)C=1C=CC(=NC1)N1N=CC(=C1)C1=NC=2C(=NC=CC2)N1)(F)F